ClC1=NC=NC2=C1NC=1C=C(C(=CC21)F)F 4-chloro-7,8-difluoro-5H-pyrimido[5,4-b]indole